(2S,4R)-1-[(2S)-2-(4-cyclopropyltriazol-1-yl)-3,3-dimethyl-butanoyl]-4-hydroxy-N-[[4-(o-tolylmethyl)morpholin-2-yl]methyl]pyrrolidine-2-carboxamide C1(CC1)C=1N=NN(C1)[C@H](C(=O)N1[C@@H](C[C@H](C1)O)C(=O)NCC1CN(CCO1)CC1=C(C=CC=C1)C)C(C)(C)C